(1R,3S)-1-(3-bromo-4-fluorobenzyl)-3-(methylsulfonamido)cyclopentane-1-carboxylic acid BrC=1C=C(C[C@]2(C[C@H](CC2)NS(=O)(=O)C)C(=O)O)C=CC1F